2-amino-3-azidopropanoic acid NC(C(=O)O)CN=[N+]=[N-]